CC(C#N)(C)C=1C(=NC=CC1)C1=CC=C(C=C1)C1=CNC2=NC=C(C=C21)C2=CC1=C(CC[C@@H](CC1)N1C3COCC1C3)C=C2 2-Methyl-2-[2-[4-[5-[(7S)-7-(3-oxa-6-azabicyclo[3.1.1]heptan-6-yl)-6,7,8,9-tetrahydro-5H-benzo[7]annulen-3-yl]-1H-pyrrolo[2,3-b]pyridin-3-yl]phenyl]pyridin-3-yl]propanenitrile